N1CC(OCC2=C1C=CC=C2)C2=NC=CC=N2 (1,2,3,5-tetrahydro-4,1-benzoxazepin-3-yl)pyrimidine